N(=NC=C(C)C)C=C(C)C Azoiso-butaneN